1-(4-((1S,2R)-4,4-difluoro-6-hydroxy-2-(4-(trifluoromethyl)phenyl)-1,2,3,4-tetrahydronaphthalen-1-yl)phenyl)piperidine-4-carbaldehyde FC1(C[C@H]([C@H](C2=CC=C(C=C12)O)C1=CC=C(C=C1)N1CCC(CC1)C=O)C1=CC=C(C=C1)C(F)(F)F)F